4-Chloro-2-((2-fluoro-4-(3-oxomorpholino)phenyl)amino)pyrimidine-5-carbonitrile ClC1=NC(=NC=C1C#N)NC1=C(C=C(C=C1)N1C(COCC1)=O)F